(1,2,3,4-tetramethyl-5-n-propylcyclopentadienyl)(2-phenylindenyl)zirconium dichloride [Cl-].[Cl-].CC1(C(=C(C(=C1CCC)C)C)C)[Zr+2]C1C(=CC2=CC=CC=C12)C1=CC=CC=C1